C(C)OC(=O)C1=CSC(=C1C(=O)OCC)NC(=O)OC1=CC=CC=C1 5-[(phenoxycarbonyl)amino]thiophene-3,4-dicarboxylic acid diethyl ester